C(C)C1=C(C=C(C=C1)C)N1/C(/SCC1=O)=N/C(=O)NC1=CC(=C(C=C1)C1=NN(C=N1)C1=CC=C(C=C1)OC(C(F)(F)F)(F)F)C (Z)-1-(3-(2-ethyl-5-methylphenyl)-4-oxothiazolidin-2-ylidene)-3-(3-methyl-4-(1-(4-(perfluoroethoxy)phenyl)-1H-1,2,4-triazol-3-yl)phenyl)urea